C1(CCCCC1)N1N=CC(=C1)C=1C=C(C(=NC1)N)C=1OC(=CN1)C1=CC=CC=C1 5-(1-cyclohexyl-1H-pyrazol-4-yl)-3-(5-phenyloxazol-2-yl)pyridin-2-amine